ClC=1C=C2C(=NC(=NC2=C(C1C1=C(C=CC2=C1C(=NO2)Cl)C)F)N2CC(C2)N(C)C)N2C[C@H](N(C[C@@H]2C)C(C=C)=O)C 1-((2R,5S)-4-(6-chloro-7-(3-chloro-5-methylbenzo[d]isoxazol-4-yl)-2-(3-(dimethylamino)azetidin-1-yl)-8-fluoroquinazolin-4-yl)-2,5-dimethylpiperazin-1-yl)prop-2-en-1-one